3-naphthalen-1-yl-urea C1(=CC=CC2=CC=CC=C12)NC(N)=O